ClC=1C=CC(=C(C1)S(=O)(=O)Cl)F (5-chloro-2-fluorophenyl)sulfonyl chloride